3-(sec-butyl)-4-(3-(4-methylpiperazin-1-yl)azetidine-1-carbonyl)-1,3,4,5-tetrahydro-2H-benzo[1,4]diazepin-2-one C(C)(CC)C1C(NC2=C(CN1C(=O)N1CC(C1)N1CCN(CC1)C)C=CC=C2)=O